BromoChloromethane BrCCl